C(C1=CC=CC=C1)OC(=O)N1CC2CCC(C1)N2C2=NC=1CCN(CC1C=C2)C(=O)O 2-(3-((benzyloxy)carbonyl)-3,8-diazabicyclo[3.2.1]oct-8-yl)-7,8-dihydro-1,6-naphthyridine-6(5H)-carboxylic acid